3-methoxy-5-(2-piperazin-1-yl-pyrimidin-4-yl)-pyridin-2-ol COC=1C(=NC=C(C1)C1=NC(=NC=C1)N1CCNCC1)O